4,4'-dihydroxydiphenyl-benzophenone OC1=C(C(=C(C(=O)C2=CC=C(C=C2)O)C=C1)C1=CC=CC=C1)C1=CC=CC=C1